2,2,6,6-tetramethylpiperidyl-magnesium chloride lithium chloride [Cl-].[Li+].CC1(N(C(CCC1)(C)C)[Mg]Cl)C